C(CCCCC)(N1C(N(C(CC1=O)=O)C)=O)N1C(N(C(CC1=O)=O)C)=O 3,3'-(hexane-1,1-diyl)bis(1-methylpyrimidine-2,4,6(1H,3H,5H)-trione)